ClC1=NC(=CC(=N1)C)C 2-Chloro-4,6-dimethyl-pyrimidine